1-(6-((4-(6-(1H-pyrazol-1-yl)pyridin-3-yl)piperazin-1-yl)methyl)-5-fluoropyrimidin-4-yl)-3-ethylurea N1(N=CC=C1)C1=CC=C(C=N1)N1CCN(CC1)CC1=C(C(=NC=N1)NC(=O)NCC)F